N-(5-cyclopropyl-2-(4-hydroxy-4-methylazepan-1-yl)phenyl)-5-(pyridin-4-yl)-furan-2-carboxamide C1(CC1)C=1C=CC(=C(C1)NC(=O)C=1OC(=CC1)C1=CC=NC=C1)N1CCC(CCC1)(C)O